NC1=C(C=C(C(=O)O)C=C1)P(=O)(OCC)OCC 4-amino-3-(diethoxyphosphoryl)benzoic acid